NC=1C=CC=C2C=C(N=CC12)NC=1N=CC(=NC1)C#N 5-[(8-amino-3-isoquinolinyl)amino]-2-pyrazinecarbonitrile